(R)-2-Oxo-2lambda*4*-[1,2]oxathiolan-4-ylamine Trifluoroacetic Acid Salt FC(C(=O)O)(F)F.O=[S@@]1OCC(C1)N